C(CCCCC)N1C(CCCC1=O)C(=O)O 1-hexyl-6-oxopiperidine-2-carboxylic acid